(2S,5R)-4-(1-(3-cyclopropylquinoxalin-6-yl)ethyl)-2,5-dimethylpiperazine C1(CC1)C=1C=NC2=CC=C(C=C2N1)C(C)N1C[C@@H](NC[C@H]1C)C